N1CCC(CC1)C1=NNC(=C1)C1=NC=NC=C1 4-(3-(piperidin-4-yl)-1H-pyrazol-5-yl)pyrimidine